C(CCCC)(=O)O.FC(C(=O)N1CCC(CC1)C1=NC=CN=C1OC=1C=NC(=CC1)C(F)(F)F)=C 2-fluoro-1-(4-(3-((6-(trifluoromethyl)pyridin-3-yl)oxy)pyrazin-2-yl)piperidin-1-yl)prop-2-en-1-one valerate